[2-methyl-5-(2-thienyl)piperazin-1-yl]-[1-(trifluoromethyl)cyclopropyl]methanone CC1N(CC(NC1)C=1SC=CC1)C(=O)C1(CC1)C(F)(F)F